5,7-Dimethyl-2-phenyl-6-(pyridin-2-yl)-2,6-dihydro-1H-pyrrolo[3,4-d]pyridazin-1-one CC=1N(C(=C2C(N(N=CC21)C2=CC=CC=C2)=O)C)C2=NC=CC=C2